N-(4-fluoro-3-methylphenyl)-1,2,4-trimethyl-5-(2-((2-morpholinoethyl)amino)-2-oxoacetyl)-1H-pyrrole-3-carboxamide FC1=C(C=C(C=C1)NC(=O)C1=C(N(C(=C1C)C(C(=O)NCCN1CCOCC1)=O)C)C)C